8-fluoro-N-(3-methyl-1,1-dioxidotetrahydrothiophen-3-yl)-5,6-dihydrobenzo[f]imidazo[1,5-d][1,4]oxazepine-10-carboxamide FC1=CC(=CC=2C=3N(CCOC21)C=NC3)C(=O)NC3(CS(CC3)(=O)=O)C